NC1=C(C2=C(N=C(N=C2)C)N1C1=C(C(=CC(=C1C)O)F)C)C(=O)N 6-amino-7-(3-fluoro-5-hydroxy-2,6-dimethyl-phenyl)-2-methyl-pyrrolo[2,3-d]pyrimidine-5-carboxamide